Ethylene glycol monomyristate C(CCCCCCCCCCCCC)(=O)OCCO